3-((1-(3,4-dimethoxyphenyl)ethyl)amino)-3-oxoprop-1-en COC=1C=C(C=CC1OC)C(C)NC(C=C)=O